NC1=C(C=CC(=C1)NC(=O)OC)C=1N=C(N(C1)COCC[Si](C)(C)C)[C@H](CCCC(C(=O)O)C)NC(=O)OC(C)(C)C (6S)-6-(4-(2-amino-4-(methoxycarbonylamino)phenyl)-1-((2-(trimethylsilyl)ethoxy)methyl)-1H-imidazol-2-yl)-6-(tert-butoxycarbonylamino)-2-methylhexanoic acid